C(#N)C1=NC(=NC(=C1)C)N1CCN(CC1)S(=O)(=O)C1=CC=C(C=C1)NC(=O)C1=C(C=CC=C1)N(CC(=O)OC(C)(C)C)S(=O)(=O)C tert-butyl N-(2-((4-((4-(4-cyano-6-methylpyrimidin-2-yl)piperazin-1-yl)sulfonyl)phenyl)carbamoyl)phenyl)-N-(methylsulfonyl)glycinate